C(C)OC1=NC=CC=C1C1=NC=2C(N(CC3(CCN(CC3)C=3C=NC=C(C3C(F)(F)F)OCCC)C2C=C1)C1CNCC1)=O 2-(2-ethoxypyridin-3-yl)-1'-[5-propoxy-4-(trifluoromethyl)pyridin-3-yl]-7-pyrrolidin-3-ylspiro[6H-1,7-naphthyridine-5,4'-piperidine]-8-one